bis(2,4,6-tri-tertiary butylphenyl)pentaerythritol diphosphite OP(O)OP(O)O.C(C)(C)(C)C1=C(C(=CC(=C1)C(C)(C)C)C(C)(C)C)C(O)(C(CO)(CO)CO)C1=C(C=C(C=C1C(C)(C)C)C(C)(C)C)C(C)(C)C